3-(3-((1-Aminocyclohexyl)methoxy)-4-cyano-5-(methylthio)phenyl)imidazo[1,2-a]pyridine-5-carbonitrile NC1(CCCCC1)COC=1C=C(C=C(C1C#N)SC)C1=CN=C2N1C(=CC=C2)C#N